C(C)OC(=O)C=1N=C2N(C=C(N=C2NCCC2CCN(CC2)C(=O)OC(C)(C)C)Br)C1 6-Bromo-8-[2-(1-tert-butoxycarbonyl-piperidin-4-yl)-ethylamino]-imidazo[1,2-a]pyrazine-2-carboxylic acid ethyl ester